C([C@@]1(C)CCCC(C)=C1\C=C\C(\C)=C\C=C\C(\C)=C\C=C\C=C(/C)\C=C\C=C(/C)\C=C\C1=C(C)CCCC1(C)C)O β-carotenol